N-(4-bromophenyl)-N-(2-((4-fluorophenyl)amino)pyrimidin-4-yl)cyclopropane-1,1-dicarboxamide BrC1=CC=C(C=C1)N(C(=O)C1(CC1)C(=O)N)C1=NC(=NC=C1)NC1=CC=C(C=C1)F